O=C(CCC1N(C2=CC=CC=C2C1)C1=NNC(C(=C1)C(F)(F)F)=O)N1CCN(CC1)C1=NC=C(C=N1)C(F)(F)F 3-[2-[3-oxo-3-[4-[5-(trifluoromethyl)pyrimidin-2-yl]piperazin-1-yl]propyl]indolin-1-yl]-5-(trifluoromethyl)-1H-pyridazin-6-one